N(=[N+]=[N-])C[C@H](N)C(=O)O Beta-azidoalanine